ethyl (S)-3-(benzyl((R)-1-phenylethyl)amino)-3-(2'-methylbiphenyl-4-yl)propanoate C(C1=CC=CC=C1)N([C@@H](CC(=O)OCC)C1=CC=C(C=C1)C1=C(C=CC=C1)C)[C@H](C)C1=CC=CC=C1